(6-(5-Chloro-1H-pyrazol-4-yl)-1-((S)-2-hydroxypropyl)-1H-pyrrolo[3,2-c]pyridin-3-yl)((S)-6-chlorochroman-3-yl)methanone ClC1=C(C=NN1)C1=CC2=C(C=N1)C(=CN2C[C@H](C)O)C(=O)[C@@H]2COC1=CC=C(C=C1C2)Cl